N-(3-cyano-2-pyridinyl)-N-methyl-methanesulfonamide C(#N)C=1C(=NC=CC1)N(S(=O)(=O)C)C